2,4-dichloro-5-iodo-6-methyl-pyridine-3-carboxylic acid ethyl ester C(C)OC(=O)C=1C(=NC(=C(C1Cl)I)C)Cl